(S)-6-amino-2-(1-amino-1,3-dihydrospiro[indene-2,4'-piperidin]-1'-yl)-5-((2,3-dichlorophenyl)thio)-3-methylpyridin-4(3H)-one NC1=C(C([C@H](C(=N1)N1CCC2(CC1)C(C1=CC=CC=C1C2)N)C)=O)SC2=C(C(=CC=C2)Cl)Cl